(R)-2-((5-(2-(6-((3-(dimethylamino)-3-oxopropyl)(methyl)amino)-2-methylhexan-3-yl)-2,6-diazaspiro[3.4]oct-6-yl)-1,2,4-triazin-6-yl)oxy)-N-ethyl-5-fluoro-N-isopropylbenzamide formate C(=O)O.CN(C(CCN(CCC[C@H](C(C)C)N1CC2(C1)CN(CC2)C=2N=CN=NC2OC2=C(C(=O)N(C(C)C)CC)C=C(C=C2)F)C)=O)C